N'-[5-bromo-2-methyl-6-(1-methyl-2-propoxyethoxy)-3-pyridinyl]-N-ethyl-N-methyl-formamidine BrC=1C=C(C(=NC1OC(COCCC)C)C)N=CN(C)CC